COCCOCCOCCOCCOCCOCCOCCOCCO 2-[2-[2-[2-[2-[2-[2-(2-methoxyethoxy)ethoxy]ethoxy]ethoxy]ethoxy]ethoxy]ethoxy]ethanol